4-hydroxy-trimethyltryptamine OC=1C=CC=C2NC=C(CC(N(C)C)C)C12